2-methyl-N-benzyl-5-vinyl-4,5-dihydrofuran-3-carboxamide CC=1OC(CC1C(=O)NCC1=CC=CC=C1)C=C